ClC1=C(C(=CC=C1)Cl)N1N=C(C(=N1)C(=O)N)NC1=CC=C(C=C1)C1=NN=NN1 2-(2,6-Dichloro-phenyl)-5-[4-(1H-tetrazol-5-yl)-phenylamino]-2H-[1,2,3]triazole-4-carboxylic acid amide